1-(4-(hexylthio)phenyl)-3-morpholinopropan-1-one C(CCCCC)SC1=CC=C(C=C1)C(CCN1CCOCC1)=O